3-(4-methoxyphenyl)pyrimido[1,2-a]benzimidazole COC1=CC=C(C=C1)C=1C=NC2=NC3=C(N2C1)C=CC=C3